Cl.FC1=CC=C(C=C1C1=CC=CC=C1)C[C@@H]1NCCC[C@@H]1NS(=O)(=O)C N-(cis-2-((6-fluorobiphenyl-3-yl)methyl)piperidin-3-yl)methanesulfonamide hydrochloride